tert-butyl (2-(5-chloro-4-fluoro-10-methyl-2-(methylthio)-9,10-dihydro-7-oxa-1,3,6,11-tetraazacycloocta[de]naphthalen-11(8H)-yl)ethyl)(methyl)carbamate ClC1=C(C=2N=C(N=C3C2C(=N1)OCCC(N3CCN(C(OC(C)(C)C)=O)C)C)SC)F